C(CC)OC1=C(C(=C(C=C1)B(O)O)F)F 4-propoxy-2,3-difluorophenylboronic acid